ethyl 2-(4-(5-(5-chlorobenzofuran-2-yl)-1,3,4-oxadiazol-2-yl) piperidin-1-yl)-2-oxoacetate ClC=1C=CC2=C(C=C(O2)C2=NN=C(O2)C2CCN(CC2)C(C(=O)OCC)=O)C1